C(C1=CC=CC=C1)N1S(CC(C2=C1C=CC=C2)=O)(=O)=O 1-benzyl-1H-2,1-benzothiazin-4(3H)-one 2,2-dioxide